4,4'-bis[N-(1-naphthyl)-N-phenylamino]Biphenyl tert-butyl-(5-amino-6-(trifluoromethyl)pyridin-3-yl)carbamate C(C)(C)(C)N(C(O)=O)C=1C=NC(=C(C1)N)C(F)(F)F.C1(=CC=CC2=CC=CC=C12)N(C1=CC=CC=C1)C1=CC=C(C=C1)C1=CC=C(C=C1)N(C1=CC=CC2=CC=CC=C12)C1=CC=CC=C1